iodine 2-propynyl-n-hexylcarbamate C(#CC)C(CNC([O-])=O)CCCC.[I+]